C(C)(C)(C)OC(=O)NCCC(=O)OC=1CC[C@]2(CCN([C@H]2C1)C)C1=CC(=C(C=C1)OC)OC (3aS,7aS)-3a-(3,4-dimethoxyphenyl)-1-methyl-2,3,3a,4,5,7a-hexahydro-1H-indol-6-yl 3-((tert-butoxycarbonyl)amino)propanoate